FC=1C=C(C(=NC1)C)[C@@H]1N(CCC1)C1=NC=2N(C=C1)N=CC2C(=O)NCCO (R)-5-(2-(5-fluoro-2-methylpyridin-3-yl)pyrrolidin-1-yl)-N-(2-hydroxyethyl)pyrazolo[1,5-a]pyrimidine-3-carboxamide